(R)-3-(4-chlorophenyl)-2-((S)-1-(4-chlorophenyl)ethyl)-3-((1-(hydroxymethyl)cyclopropyl)methoxy)-6-(prop-1-en-2-yl)isoindolin-1-one ClC1=CC=C(C=C1)[C@@]1(N(C(C2=CC(=CC=C12)C(=C)C)=O)[C@@H](C)C1=CC=C(C=C1)Cl)OCC1(CC1)CO